(2-chloro-3-methoxy-phenyl)-[(8S)-3-(3-chlorophenyl)-8-methyl-6,8-dihydro-5H-imidazo[1,2-a]pyrazin-7-yl]methanone ClC1=C(C=CC=C1OC)C(=O)N1[C@H](C=2N(CC1)C(=CN2)C2=CC(=CC=C2)Cl)C